C1(CCC1)[C@H](C)NCC=1C=C(C=2N(C1)C(=CN2)F)C(=O)OC methyl 6-({[(1S)-1-cyclobutylethyl] amino} methyl)-3-fluoroimidazo[1,2-a]pyridine-8-carboxylate